COC=1C=C(C=C2C(=NC=NC12)NCC1=NC(=NO1)C)C1=NC=C(C=C1)C 8-Methoxy-N-[(3-methyl-1,2,4-oxadiazol-5-yl)methyl]-6-(5-methyl-2-pyridinyl)quinazolin-4-amine